ClC1=CC(=C(C=C1)C1=NC(=CN2C1=NC(=C(C2=O)C)C)N2C[C@@H](OCC2)C=2OC(=NN2)C)F |r| Racemic-9-(4-chloro-2-fluorophenyl)-2,3-dimethyl-7-[2-(5-methyl-1,3,4-oxadiazol-2-yl)morpholin-4-yl]pyrazino[1,2-a]pyrimidin-4-one